formylfluorenyloxyaniline C(=O)N(C1=CC=CC=C1)OC1=CC=CC=2C3=CC=CC=C3CC12